ClC=1C=C2C(=NC(=NC2=C(C1C1=CC=CC2=C1N=C(S2)NCC(F)(F)F)F)OC[C@H]2N(CCC2)C)N2CCNCC(C2)(F)F 4-(6-chloro-4-(6,6-difluoro-1,4-diazepan-1-yl)-8-fluoro-2-(((S)-1-methylpyrrolidin-2-yl)methoxy)quinazolin-7-yl)-N-(2,2,2-trifluoroethyl)-benzo[d]thiazol-2-amine